[C@@H]1([C@H](O)[C@H](O)[C@@H](CO)O1)C1=CC=C2C(N)=NC=NN12 4-aza-7,9-dideaza-adenosine